ClC1=C2CN(C(C2=CC(=C1)CNC1(CCC1)C)=O)C1=CC(=CC=C1)[C@@](C1=CC=CC=C1)(C1=NN=CN1C)F (S)-4-chloro-2-(3-(fluoro(4-methyl-4H-1,2,4-triazol-3-yl)(phenyl)methyl)phenyl)-6-(((1-methylcyclobutyl)amino)methyl)isoindolin-1-one